4-(2-(5-chloro-1-(tetrahydro-2H-pyran-2-yl)-1H-indazol-6-yl)ethyl)thiazole ClC=1C=C2C=NN(C2=CC1CCC=1N=CSC1)C1OCCCC1